NC(CC#CC#CC=1C=CNC1)(C=1C(N(C=CC1)C)=O)C1=C(C=CC(=C1)F)F 6-Amino-4-(6-(2,5-difluorophenyl)-6-(1-methyl-2-oxo-1,2-dihydropyridin-3-yl)hex-1,3-diyn-1-yl)-1H-pyrrole